6-(1H-1,2,4-triazol-1-yl)-1,4-oxazepane N1(N=CN=C1)C1CNCCOC1